BrC=1C=C(C=CC1)S(=O)(=N)C(F)F (3-bromophenyl)-(difluoromethyl)-imino-oxo-λ6-sulfane